pyran-4-carboxamide O1CC=C(C=C1)C(=O)N